FC=1C=C2C(=NC1)NC=C2C2=NC=1CCCCC1C(=N2)NC2C(C1CCC2CC1)C(=O)OC (+/-)-trans-methyl 3-((2-(5-fluoro-1H-pyrrolo[2,3-b]pyridin-3-yl)-5,6,7,8-tetrahydroquinazolin-4-yl)amino)bicyclo[2.2.2]octane-2-carboxylate